γ-methacryloyloxypropyltrimethoxysilane C(C(=C)C)(=O)OCCC[Si](OC)(OC)OC